pyrrolocyclooctane N1C=CC2=C1CCCCCC2